ClC=1N(C(N(C1C1=CC=C(C=C1)Cl)C[C@@H](C(F)(F)F)O)=O)CC1=NC(=NN1C1=CC(=CC(=C1)F)Cl)[C@H](C)O 4-chloro-3-((1-(3-chloro-5-fluorophenyl)-3-((S)-1-hydroxyethyl)-1H-1,2,4-triazol-5-yl)methyl)-5-(4-chlorophenyl)-1-((S)-3,3,3-trifluoro-2-hydroxypropyl)-1,3-dihydro-2H-imidazol-2-one